S(C)(=O)(=O)OCC1=C(C=C(C=C1)F)Cl 2-chloro-4-fluorobenzyl mesylate